CC(C(CC1=CC=CC=C1)C)O (+-)-1,2-dimethyl-3-phenyl-1-propanol